N1(C=NC=C1)C1=NC=CC(=N1)C(=O)NC1CCC(CC1)C 2-(1H-imidazol-1-yl)-N-((1r,4r)-4-methylcyclohexyl)-pyrimidine-4-carboxamide